C#CC(CCCC)O 1-heptyn-3-ol